ClC1=C(C=C(C=N1)OC1CN(C1)C(=O)OC(C)(C)C)OCC1=CC(=CC(=C1)F)F tert-butyl 3-({6-chloro-5-[(3,5-difluorophenyl)methoxy]pyridin-3-yl}oxy)azetidine-1-carboxylate